(1-methyl-2-(1-methyl-1H-pyrazol-4-yl)-1H-pyrrolo[2,3-b]pyridin-4-yl)boronic acid CN1C(=CC=2C1=NC=CC2B(O)O)C=2C=NN(C2)C